4-(2-(6-(2-bromo-4-chloro-6-fluorophenyl)-1,1-dioxido-1,2,6-thiadiazinan-2-yl)acetamido)adamantane-1-carboxamide BrC1=C(C(=CC(=C1)Cl)F)N1CCCN(S1(=O)=O)CC(=O)NC1C2CC3(CC(CC1C3)C2)C(=O)N